NC[C@H](CC(=O)O)C[C@@H](CC=C)C (3s,5r)-3-aminomethyl-5-methyl-oct-7-enoic acid